ClC1=NC=C(C(=C1F)C(=O)N)Cl 2,5-Dichloro-3-fluoropyridine-4-carboxamide